C(CCC)OO butylhydroxyl ether